CN1CCN(CC1)C[SiH](C1=CC=C(C=C)C=C1)COCC 4-[(4-methylpiperazine-1-yl)methylethoxymethylsilyl]styrene